1-(chloromethyl)-2-(difluoromethyl)benzene ClCC1=C(C=CC=C1)C(F)F